{1-[2,6-difluoro-4-(2-m-tolyl-benzo[b]thiophen-4-yl)-phenyl]-piperidin-4-yl}-acetic acid FC1=C(C(=CC(=C1)C1=CC=CC=2SC(=CC21)C=2C=C(C=CC2)C)F)N2CCC(CC2)CC(=O)O